(3s,4s)-3-methyl-2-oxa-8-azaspiro[4.5]decan-4-amine dihydrochloride Cl.Cl.C[C@@H]1OCC2([C@@H]1N)CCNCC2